C(C)(C)(C)OC(=O)NC1CCCC1 (1S,3R)-3-((tertbutoxycarbonyl)amino)cyclopentane